methyl 4-allylpiperidine-1,4-dicarboxylate C(C=C)C1(CCN(CC1)C(=O)OC)C(=O)[O-]